N1N=CC(=C1)CCNC1=NC(=NC(=C1C)C)C(=O)NC(C)C=1C=NC=CC1 4-((2-(1H-pyrazol-4-yl)ethyl)amino)-5,6-dimethyl-N-(1-(pyridin-3-yl)ethyl)pyrimidine-2-carboxamide